methyl (4-methyl-2H-1,2,3-triazol-2-yl)acetate CC1=NN(N=C1)CC(=O)OC